NC=1C=C2C(N(C(N(C2=CC1)CCCN1CCCCC1)=O)CCOC)=O 6-amino-3-(2-methoxyethyl)-1-(3-(piperidin-1-yl)propyl)quinazoline-2,4(1H,3H)-dione